ClC1=CC(=NC=C1)N1N=CC(=C1)S(=O)(=O)NC=1C=CC=C2C=NN(C12)C 1-(4-chloropyridin-2-yl)-N-(1-methylindazol-7-yl)pyrazole-4-sulfonamide